bromoundecane CCCCCCCCCCCBr